ClC1=C(CNC(=O)C2(CC(C3=NC=CC=C32)(CO)O)F)C=CC(=C1)Cl N-(2,4-dichlorobenzyl)-5-fluoro-7-hydroxy-7-(hydroxymethyl)-6,7-dihydro-5H-cyclopenta[b]pyridine-5-carboxamide